2-(5-methyl-2-furyl)ethylamine CC1=CC=C(O1)CCN